1-methyl-2-imidazolidinone CN1C(NCC1)=O